ClC1=CC=C(CN2C(N(CC2)C=2N=NC(=CC2)C2=CC=NC=C2)=O)C=C1 1-(4-chlorobenzyl)-3-(6-(pyridin-4-yl)pyridazin-3-yl)imidazolidin-2-one